ClC1=C(C=C2N=CC=NC2=C1)C=O 7-Chloroquinoxaline-6-carbaldehyde